5-(4-methylbenzene-1-sulfonyl)-N-[(2-methylpyrimidin-5-yl)methyl]thiophene-2-carboxamide CC1=CC=C(C=C1)S(=O)(=O)C1=CC=C(S1)C(=O)NCC=1C=NC(=NC1)C